2-(3-(1,3-dioxolan-2-yl)-2-((4-methoxybenzyl)oxy)phenyl)pyrimidin-4-amine O1C(OCC1)C=1C(=C(C=CC1)C1=NC=CC(=N1)N)OCC1=CC=C(C=C1)OC